C(C)(=O)O[C@H]1[C@@H](SC=2C(=NC=C(C2)Cl)C=2NC=CN2)O[C@@H]([C@@H]([C@@H]1N=[N+]=[N-])OC(C)=O)COC(C)=O 5-Chloro-2-(1H-imidazol-2-yl)pyridin-3-yl 2,4,6-tri-O-acetyl-3-azido-3-deoxy-1-thio-α-D-galactopyranoside